oxygen europium oxide [O-2].[Eu+3].[O+2]